6-(1-([1,1'-Biphenyl]-4-ylmethyl)-5-bromo-1H-indazole-7-carboxamido)spiro[3.3]heptane-2-carboxylic acid C1(=CC=C(C=C1)CN1N=CC2=CC(=CC(=C12)C(=O)NC1CC2(CC(C2)C(=O)O)C1)Br)C1=CC=CC=C1